ClC1=C(C=C(C(=O)N[C@H]2COCC=3NC(C=4C=C(C(=CC4C32)F)F)=O)C=C1)F (R)-4-chloro-N-(8,9-difluoro-6-oxo-1,4,5,6-tetrahydro-2H-pyrano[3,4-c]isoquinolin-1-yl)-3-fluorobenzamide